N[C@@H]1CN(CC[C@@H]1F)C1=NC2=C(N1CC1=CC=C(C#N)C=C1)C=CC=C2Cl 4-((2-((3R,4S)-3-amino-4-fluoropiperidin-1-yl)-4-chloro-1H-benzo[d]imidazol-1-yl)methyl)benzonitrile